C1CN(C[C@H]2N1C1=C(OC2)N=C(C=C1)C(=O)OC)C(=O)OC(C)(C)C 3-(tert-butyl) 8-methyl (R)-1,2,4a,5-tetrahydropyrazino[1,2-d]pyrido[2,3-b][1,4]oxazine-3,8(4H)-dicarboxylate